NC1=C(C(=CC=C1OC)F)O 2-amino-6-fluoro-3-methoxyphenol